C1(CC1)C1(CCN(CC1)C(=O)C=1C=NC2=CC=C(C=C2C1C1=CC=C(C=C1)C1(CC1)C#N)F)O 1-(4-(3-(4-cyclopropyl-4-hydroxypiperidine-1-carbonyl)-6-fluoroquinolin-4-yl)phenyl)cyclopropane-1-carbonitrile